S(CCC(=O)[O-])CCC(=O)OCCCCCCCCCCCCCC thiodipropionic acid, myristyl ester